3,4-difluoro-2-((2-fluoro-4-iodo-5-methoxyphenyl)amino)-5-vinylbenzoic acid methyl ester COC(C1=C(C(=C(C(=C1)C=C)F)F)NC1=C(C=C(C(=C1)OC)I)F)=O